ClC1=CC=C(C=C1)NC(=O)NC1=CC(=NC=C1)C1=CC=CC=C1 1-(4-chlorophenyl)-3-(2-phenylpyridin-4-yl)urea